ClC1=C(C=C(C=C1)[C@@H](COC(NC1(CC1)C(F)(F)F)=O)NC(OC(C)(C)C)=O)C1=NC=NN1C(F)F tert-butyl (S)-(1-(4-chloro-3-(1-(difluoromethyl)-1H-1,2,4-triazol-5-yl)phenyl)-2-(((1-(trifluoromethyl)cyclopropyl)carbamoyl)oxy)ethyl)carbamate